Bis(4-tert-butylcyclohexyl)-peroxydicarbonat C(C)(C)(C)C1CCC(CC1)OC(=O)OOC(=O)OC1CCC(CC1)C(C)(C)C